2,2-Difluoro-N-[rac-(2R,3S)-1-[1-(4-fluorophenyl)-1H-indazol-5-yl]-2-methyl-pyrrolidin-3-yl]-propionamide FC(C(=O)N[C@@H]1[C@H](N(CC1)C=1C=C2C=NN(C2=CC1)C1=CC=C(C=C1)F)C)(C)F |r|